(2-chloro-3-fluoro-4-pyridinyl)-(5-methoxy-4-methyl-3-pyridinyl)methanol ClC1=NC=CC(=C1F)C(O)C=1C=NC=C(C1C)OC